2-[(bicyclo[2.1.1]hexan-1-ylcarbonyl)oxy]isoindole-1,3-dione C12(CCC(C1)C2)C(=O)ON2C(C1=CC=CC=C1C2=O)=O